ClC=1C(N(C(=CC1OCC1=NC=C(C=C1F)F)C)C1=CC(=NC=C1C)N1C(C(=CC=C1)C1(CCC1)O)=O)=O 3-chloro-4-[(3,5-difluoropyridin-2-yl)methoxy]-2'-[3-(1-hydroxycyclobutyl)-2-oxopyridin-1-yl]-5',6-dimethyl-[1,4'-bipyridin]-2-one